CS(=O)(=O)O.NCC(=O)O Glycine, methanesulfonic acid salt